2-cyclopropyl-N-(4-methoxypyridin-3-yl)pyrimidine-5-carboxamide C1(CC1)C1=NC=C(C=N1)C(=O)NC=1C=NC=CC1OC